N(=[N+]=[N-])\C(\C(=O)OC)=C/C1=C(C=C(C=C1)SC1=CC2=CC=CC=C2C=C1)Br methyl (Z)-2-azido-3-[2-bromo-4-(2-naphthylsulfanyl)phenyl]prop-2-enoate